N-(2-(1-ethyl-2-methylpiperidin-3-yl)thieno[2,3-b]pyridin-4-yl)-4,6-difluorobenzo[d]thiazol-5-amine C(C)N1C(C(CCC1)C1=CC=2C(=NC=CC2NC=2C(=CC3=C(N=CS3)C2F)F)S1)C